(2S,6R)-2-isopropyl-6-methylpiperazine C(C)(C)[C@@H]1N[C@@H](CNC1)C